2-cyclobutyl-2-(1,3-di-tert-butyl-2-oxoimidazolidin-4-yl)-N-(quinolin-8-yl)acetamide C1(CCC1)C(C(=O)NC=1C=CC=C2C=CC=NC12)C1N(C(N(C1)C(C)(C)C)=O)C(C)(C)C